di-Boc-amidinopyrazole C(=O)(OC(C)(C)C)C1=C(C(=NN1)C(N)=N)C(=O)OC(C)(C)C